1-(2-(5-ethyl-1-(pyridin-2-ylmethyl)-1H-pyrazol-4-yl)-2-oxoethyl)-5-vinylpyridin-2(1H)-one C(C)C1=C(C=NN1CC1=NC=CC=C1)C(CN1C(C=CC(=C1)C=C)=O)=O